4-(3-(4-(6-fluoro-1H-indol-3-yl)-2,5-dioxo-2,5-dihydro-1H-pyrrol-3-yl)-4-(trifluoromethyl)phenyl)piperazine-1-carboxylic acid tert-butyl ester C(C)(C)(C)OC(=O)N1CCN(CC1)C1=CC(=C(C=C1)C(F)(F)F)C=1C(NC(C1C1=CNC2=CC(=CC=C12)F)=O)=O